[Br-].C(#N)CN1C=[N+](C=C1)C=C 1-(cyanomethyl)-3-vinyl-1H-imidazolium bromide